7,8-Difluoro-2-(((tetrahydro-2H-pyran-4-yl)thio)methyl)quinazolin-4(3H)-one FC1=CC=C2C(NC(=NC2=C1F)CSC1CCOCC1)=O